OC1=CC=C(C=C1)[C@@H]1OC=2C=CC(=CC2[C@H]2[C@@H]1C[C@H](C2)C)O (2S,3aS,4R,9bR)-4-(4-Hydroxy-phenyl)-2-methyl-1,2,3,3a,4,9b-hexahydro-cyclopenta[c]chromen-8-ol